ClC1=C(C=CC=C1)C1=NC=2NC(N(C(C2N1C1=CC=C(C=C1)Cl)=O)CC1(CC1)C#N)=O 1-[[8-(2-chlorophenyl)-7-(4-chlorophenyl)-2,6-dioxo-3H-purin-1-yl]methyl]cyclopropane-1-carbonitrile